C(C)(C)(CC(C)(C)C)C1=CC=C(OCCOCCCl)C=C1 p-tert-octyl-phenoxyethoxyethyl chloride